C(CCCCCCCCCCCCCCC(C)C)(=O)OCCCC Butyl Isostearate